N-(cis-3-(7-hydroxy-3,7-dihydro-[1,2]oxaborinino[5,6-d]pyrrolo[2,3-b]pyridin-9-yl)cyclobutyl)-3-methoxypropane-1-sulfonamide OB1OC=2C(=C3C(=NC2)NC=C3)C(=C1)[C@H]1C[C@H](C1)NS(=O)(=O)CCCOC